N-[2-(5-Methoxyindol-3-yl)ethyl]acetamid COC=1C=C2C(=CNC2=CC1)CCNC(C)=O